3-[(2-methylpyridin-4-yl)sulfanyl]pyridazine-4-carbonitrile CC1=NC=CC(=C1)SC=1N=NC=CC1C#N